C(C=C)(=O)N1C[C@@H](CCC1)C(=O)NC1=C(C=C(C=C1)NC(C1=NC(=CC=C1)C1=CC=NN1)=O)F (R)-N-(4-{1-acryloylpiperidine-3-carboxamido}-3-fluorophenyl)-6-(1H-pyrazol-5-yl)picolinamide